BrC(C(=O)O)C1=CC(=CC=C1)C(F)(F)F 2-bromo-2-(3-trifluoromethylphenyl)acetic acid